3-(N-(benzo[d][1,3]dioxol-5-yl)sulfamoyl)-N-(3-fluorophenyl)benzamide O1COC2=C1C=CC(=C2)NS(=O)(=O)C=2C=C(C(=O)NC1=CC(=CC=C1)F)C=CC2